sodium 9,11,13-trifluorooctadecanoate FC(CCCCCCCC(=O)[O-])CC(CC(CCCCC)F)F.[Na+]